NC1=NC=C(C(=N1)N)CC1=CC(=C(OCCCC(=O)O)C(=C1)OC)OC 4-(4-((2,4-diaminopyrimidin-5-yl)methyl)-2,6-dimethoxyphenoxy)butanoic acid